1-[3-[4-[3-[3-amino-6-(2-hydroxyphenyl)pyridazin-4-yl]-3,8-diazabicyclo[3.2.1]octan-8-yl]-2-pyridyl]prop-2-ynyl]-N-methyl-piperidine-2-carboxamide NC=1N=NC(=CC1N1CC2CCC(C1)N2C2=CC(=NC=C2)C#CCN2C(CCCC2)C(=O)NC)C2=C(C=CC=C2)O